The molecule is a dipeptide consisting of L-tyrosine substituted on nitrogen and oxygen by 2,4-dinitrophenyl groups and connected to L-glutamine via a peptide bond. It has a role as an epitope. It contains a 2,4-dinitrophenyl group. C1=CC(=CC=C1C[C@@H](C(=O)N[C@@H](CCC(=O)N)C(=O)O)NC2=C(C=C(C=C2)[N+](=O)[O-])[N+](=O)[O-])OC3=C(C=C(C=C3)[N+](=O)[O-])[N+](=O)[O-]